[C-]1(C=CC=C1)CCCC(=O)O.[CH-]1C=CC=C1.[Fe+2] ferrocenebutanoic acid